C1(=CC=CC=C1)C(=CCN(C1(CC1)C1=CC=CC=C1)CCN1CCCC1)C1=CC=CC=C1 N-(3,3-diphenylallyl)-1-phenyl-N-(2-(pyrrolidin-1-yl)ethyl)cyclopropanamine